C(C)(C)(C)OC(CN1N=C(C2=CC(=CC=C12)C=1C=NC=NC1)C(N)=O)=O.[N+](=O)([O-])[O-].[NH4+] Ammonium Nitrat tert-Butyl-2-(3-carbamoyl-5-(pyrimidin-5-yl)-1H-indazol-1-yl)acetate